4-(R)-hydroxy-2-(S)-hydroxymethylpyrrolidine O[C@@H]1C[C@H](NC1)CO